(2S,5R)-5-[(benzyloxy) amino]-piperidine-2-formate oxalate C(C(=O)O)(=O)O.C(C1=CC=CC=C1)ON[C@@H]1CC[C@H](NC1)C(=O)O